C(N)(=O)CC[C@@H](C)NC(OC(C)(C)C)=O tert-butyl N-[(2R)-4-carbamoylbutan-2-yl]carbamate